2,5,8,11-tetraoxatetradecene COC=COCCOCCOCCC